4-(6-bromo-8-fluoro-7-(2-hydroxypropan-2-yl)imidazo[1,2-a]pyridin-2-yl)piperidine-1-carboxylic acid tert-butyl ester C(C)(C)(C)OC(=O)N1CCC(CC1)C=1N=C2N(C=C(C(=C2F)C(C)(C)O)Br)C1